ClC1=C(C=CC=C1C1=C(C(=NC=C1)Cl)Cl)C1=CC=C(C(=N1)OC)CN1CCC(CC1)NC(C)=O N-(1-((6-(2-chloro-3-(2,3-dichloropyridin-4-yl)phenyl)-2-methoxypyridin-3-yl)methyl)piperidin-4-yl)acetamide